C(#C)[C@H]1CN(CCO1)C(=O)OC(C)(C)C (S)-tert-butyl 2-ethynylmorpholine-4-carboxylate